5-Bromo-2-chloro-4-hydrazineylpyrimidine BrC=1C(=NC(=NC1)Cl)NN